C(C1=CC=CC=C1)OC1=CC(=C(C(=O)NC=2C=C(C=CC2C(F)(F)F)[C@@H]2[C@@H](C2)C(=O)O)C(=C1)C)C (1R,2S)-2-[3-{[4-(benzyloxy)-2,6-dimethylbenzoyl]amino}-4-(trifluoromethyl)phenyl]cyclopropanecarboxylic acid